[Cl+2].[Cu+2] copper chlorine (II)